2,4-Dichloro-6-cyclopropyl-5-methylpyrimidine ClC1=NC(=C(C(=N1)Cl)C)C1CC1